(3S)-3-((2S)-2-(((2-(3-chlorophenyl)-2,2-difluoro-1-phenylethoxy) carbonyl)amino)-4,4-difluorobutanamido)-1-(cyclopropylamino)-1-oxo-4-((S)-2-oxopyrrolidin-3-yl)butan-2-ylacetate ClC=1C=C(C=CC1)C(C(OC(=O)N[C@H](C(=O)N[C@H](C(C(=O)NC1CC1)CC(=O)[O-])C[C@H]1C(NCC1)=O)CC(F)F)C1=CC=CC=C1)(F)F